(4-methoxybenzyl)methylamine COC1=CC=C(CNC)C=C1